1',5-dimethyl-1',2',3,3',4,5,6,6'-Octahydro-2,4'-Bipyridine CN1CCC(=CC1)C1=NCC(CC1)C